5-(4-chloro-3-fluorophenyl)furan-2-carboxylic acid ethyl ester C(C)OC(=O)C=1OC(=CC1)C1=CC(=C(C=C1)Cl)F